ClC=1C=C(C=C(C1)F)NC(=O)C1NC(CC1)=O N-(3-chloro-5-fluorophenyl)-5-oxopyrrolidine-2-carboxamide